1-(2-((benzyloxy)imino)-7,7-dimethylbicyclo[2.2.1]hept-1-yl)-N-phenylmethanesulfonamide C(C1=CC=CC=C1)ON=C1C2(CCC(C1)C2(C)C)CS(=O)(=O)NC2=CC=CC=C2